N1C=CC=2C1=NC=C(C2)C2=NN1C(N=CC=C1)=C2C(=O)OCC Ethyl 2-(1H-pyrrolo[2,3-b]pyridin-5-yl)pyrazolo[1,5-a]pyrimidine-3-carboxylate